(2R,5'S)-5,7-difluoro-3-oxo-4H-spiro[1,4-benzoxazine-2,3'-pyrrolidine]-5'-carboxamide FC1=CC(=CC2=C1NC([C@@]1(CN[C@@H](C1)C(=O)N)O2)=O)F